tert-butyl (2S,6R*)-2-[(benzyloxy)methyl]-6-hydroxy-1,4-oxazocane-4-carboxylate C(C1=CC=CC=C1)OC[C@H]1OCC[C@H](CN(C1)C(=O)OC(C)(C)C)O |o1:13|